4-((2-hydroxyethyl)sulfonamido)-N-(4-isopropylpyrimidin-2-yl)-2-(6-azaspiro[2.5]octan-6-yl)benzamide OCCS(=O)(=O)NC1=CC(=C(C(=O)NC2=NC=CC(=N2)C(C)C)C=C1)N1CCC2(CC2)CC1